1-(5-((4-(((3r,5r,7r)-adamantan-1-yl)methyl)piperazin-1-yl)methyl)pyrazolo[1,5-a]pyridin-3-yl)dihydropyrimidine-2,4(1H,3H)-dione C12(CC3CC(CC(C1)C3)C2)CN2CCN(CC2)CC2=CC=3N(C=C2)N=CC3N3C(NC(CC3)=O)=O